CC1=C(CSCC2=C(C(=CC=C2)C)C)C=CC=C1C 2,3-dimethyl-benzylsulfide